(2R,3R,4S,5R,6R)-6-((4-(3-Ethyloxetan-3-yl)-1H-1,2,3-triazol-1-yl)methyl)-2-(hydroxymethyl)-5-methoxy-4-(4-(2,3,4-trifluorophenyl)-1H-1,2,3-triazol-1-yl)tetrahydro-2H-pyran-3-ol C(C)C1(COC1)C=1N=NN(C1)C[C@@H]1[C@@H]([C@H]([C@H]([C@H](O1)CO)O)N1N=NC(=C1)C1=C(C(=C(C=C1)F)F)F)OC